(1-chloroethyl) ethane-1,2-diylbis(methyl carbamate) C(CN(C([O-])=O)C)N(C(OC(C)Cl)=O)C